COC=1C=C(C=CC1)N1CN(C2=C1C=CC=C2)C2=CC(=C(C(=C2)OC)OC)OC 3-(3-methoxyphenyl)-1-(3,4,5-trimethoxyphenyl)-1H-benzo[d]imidazole